FC1=C(CNC2=NC(=NC=C2C(=O)N)NC=2C=NN(C2)C)C(=CC=C1)F 4-((2,6-difluorobenzyl)amino)-2-((1-methyl-1H-pyrazol-4-yl)amino)pyrimidin-5-carboxamide